5-(5-(5-ethoxyhexyloxy)hexyloxy)hexanol C(C)OC(CCCCOC(CCCCOC(CCCCO)C)C)C